1,3-Cyclopentadien C1=CC=CC1